C(C)(C)(C)OC(=O)N1[C@@H](C[C@@H](CC1)NC)C (2r,4r)-2-methyl-4-(methylamino)piperidine-1-carboxylic acid tert-butyl ester